(R)-(+)-1-(3,5-dimethyl-4-fluorophenyl)propyl isocyanate CC=1C=C(C=C(C1F)C)[C@@H](CC)N=C=O